O=C1N(CC2=CC(=CC=C12)N1CC(C1)=O)C1C(NC(CC1)=O)=O 3-(1-oxo-5-(3-oxoazetidin-1-yl)isoindolin-2-yl)piperidine-2,6-dione